N-(3-tripropoxysilylpropyl)aniline C(CC)O[Si](CCCNC1=CC=CC=C1)(OCCC)OCCC